DIphosphorus (1-methyl-1H-pyrazol-3-yl)boric acid CN1N=C(C=C1)OB(O)O.[P].[P]